BrC=1C=C(C(=NC1)OCCCN(C)C)OC 3-((5-Bromo-3-methoxypyridin-2-yl)oxy)-N,N-dimethylpropan-1-amine